2-(furan-2-yl)-N5-(2-(pyridin-3-yl)ethyl)-[1,2,4]triazolo[1,5-a][1,3,5]triazine-5,7-diamine O1C(=CC=C1)C1=NN2C(N=C(N=C2N)NCCC=2C=NC=CC2)=N1